C1(CC1)C1=C(C(=NO1)C1=NN(C2=NC=NC(=C21)N)C(C)C)C=2N=CN(C2)C2CCNCC2 [5-Cyclopropyl-4-[1-(4-piperidyl)imidazol-4-yl]isoxazol-3-yl]-1-isopropyl-pyrazolo[3,4-d]pyrimidin-4-amine